2-(3,3-dimethylbutyl)pyridine CC(CCC1=NC=CC=C1)(C)C